para-amino-o-hydroxybenzoic acid NC1=CC(=C(C(=O)O)C=C1)O